2-(4-(6,7-dimethoxyquinazolin-4-yl)-1,4-diazepan-1-yl)ethan-1-amine COC=1C=C2C(=NC=NC2=CC1OC)N1CCN(CCC1)CCN